hexyl 3-((4-((2-(dimethylamino)ethyl)amino)-3-(2-octyldodecanamido)-4-oxobutyl)thio)propanoate CN(CCNC(C(CCSCCC(=O)OCCCCCC)NC(C(CCCCCCCCCC)CCCCCCCC)=O)=O)C